NC1=NC=CC(=C1F)CC=1C(=C(C(=C(C(=O)N)C1)NC=1C=CC2=C(C=CS2)C1)F)F 5-[(2-Amino-3-fluoropyridin-4-yl)methyl]-2-(1-benzothiophene-5-ylamino)-3,4-difluorobenzamide